methanesulfonic acid-d4 methyl-4-(2-bromopyrazolo[1,5-a]pyrimidin-7-yl)-2-methoxy-benzoate COC(C1=C(C=C(C=C1)C1=CC=NC=2N1N=C(C2)Br)OC)=O.C(S(=O)(=O)O[2H])([2H])([2H])[2H]